1-cyclopropyl-N-(1-(2,6-dimethoxyphenyl)-2-(6-ethoxypyridin-2-yl)-1H-imidazo[4,5-b]pyrazin-6-yl)methanesulfonamide Ethyl-2-(4-cyclopropylphenyl)-2,2-difluoroacetate C(C)OC(C(F)(F)C1=CC=C(C=C1)C1CC1)=O.C1(CC1)CS(=O)(=O)NC1=CN=C2C(=N1)N(C(=N2)C2=NC(=CC=C2)OCC)C2=C(C=CC=C2OC)OC